CC(C(=O)OC1CC(C1)C1=CC=CC=C1)C.CC(C(=O)OC1CC(C1)C1=CC=CC=C1)C bis((1s,3s)-3-phenylcyclobutyl) bis(2-methylpropionate)